ClCC1=C(C=C(N=N1)NC(OC(C)(C)C)=O)N(C)C1CC1 tert-butyl (6-(chloromethyl)-5-(cyclopropyl(methyl)amino)pyridazin-3-yl)carbamate